BUTYLENEGLYCOL DICAPRYLATE C(CCCCCCC)(=O)OCCCCOC(CCCCCCC)=O